[Na+].[Na+].[Na+].[Na+].[Na+].O(P([O-])(=O)OP(=O)([O-])[O-])C1[C@H](O)[C@H](O)[C@H](O1)COP(=O)(O)O 5-Phospho-D-ribosyl pyrophosphate pentasodium salt